C(C)(C)(C)OC(=O)N1[C@@H](CCC1)C(NC1=CC(N(C=C1)C)=O)=O (S)-tert-butyl-2-((1-methyl-2-oxo-1,2-dihydropyridin-4-yl)carbamoyl)pyrrolidine-1-carboxylate